C[C@H]1CN(C[C@H](N1)C)C1=CC=C(N=N1)C1=NC=C(C=C1O)C=1C=CC=2N(C1)C=C(N2)C 2-{6-[(3s,5r)-3,5-dimethylpiperazin-1-yl]pyridazin-3-yl}-5-(2-methylimidazo[1,2-a]pyridin-6-yl)pyridin-3-ol